O[C@@H](C(=O)O)CCN D-α-hydroxy-γ-aminobutyric acid